C(C)(C)(C)N1N=CC(=C1F)C(=O)NC1=C(C=C(C(=C1)C=1C=C(C=2N(C1)N=C(N2)C)N2CCOCC2)C)F 1-(tert-butyl)-5-fluoro-N-(2-fluoro-4-methyl-5-(2-methyl-8-morpholinyl-[1,2,4]triazolo[1,5-a]pyridin-6-yl)phenyl)-1H-pyrazole-4-carboxamide